C(CCCCCCCC(=O)OCCCCC)(=O)OCC(COC(CC(CCCCC)CCCCC)=O)(COC(CC(CCCCC)CCCCC)=O)COC(CCCN(C)C)=O 2-({[4-(Dimethylamino)butanoyl]oxy}methyl)-3-[(3-pentyloctanoyl)oxy]-2-{[(3-pentyloctanoyl)oxy]methyl}propyl pentyl nonanedioate